(2S)-2-[(2,6-dichloro-4-phenyl-benzoyl)amino]-3-[[(2R)-2-[[3-[(5-fluoro-1,4,5,6-tetrahydropyrimidin-2-yl)amino]benzoyl]amino]propanoyl]amino]propanoic acid ClC1=C(C(=O)N[C@H](C(=O)O)CNC([C@@H](C)NC(C2=CC(=CC=C2)NC=2NCC(CN2)F)=O)=O)C(=CC(=C1)C1=CC=CC=C1)Cl